BrC=1C(=NN(C1)C=1C=C(C=CC1)NC(C=C)=O)[N+](=O)[O-] N-[3-(4-bromo-3-nitro-pyrazol-1-yl)phenyl]prop-2-enamide